FC(C(C)(F)C=1C=C(C=CC1)N1C(C2=CC=CC(=C2C1)C(F)(F)F)=O)(C1=NN=CN1C)F 2-(3-(1,1,2-trifluoro-1-(4-methyl-4H-1,2,4-triazol-3-yl)propan-2-yl)phenyl)-4-(trifluoromethyl)isoindolin-1-one